6-bromo-[1,3]dioxolano[4,5-b]pyridin-5-amine BrC=1C=C2C(=NC1N)OCO2